CC=1SC=C(C1CO)C1=CC=CC=C1 (2-Methyl-4-phenylthiophen-3-yl)methanol